2-((ethylamino)methyl)-5-methyl-3,5-dihydro-4H-imidazo[4,5-c]pyridin-4-one C(C)NCC1=NC2=C(C(N(C=C2)C)=O)N1